2-(5-bromo-3-(trifluoromethyl)pyridin-2-yl)propan-2-ol ethyl-2-[[2,4-difluoro-6-(2-methoxyethoxy)phenyl]methyl]cyclopentene-1-carboxylate C(C)C1C(=C(CC1)C(=O)OC(C)(C)C1=NC=C(C=C1C(F)(F)F)Br)CC1=C(C=C(C=C1OCCOC)F)F